tert-butyl 7-((5-(3-(2,2-difluoroethyl)-2-methyl-3H-imidazo[4,5-b]pyridin-5-yl)pyrrolo[2,1-f][1,2,4]triazin-2-yl)amino)-2-azaspiro[3.5]nonane-2-carboxylate FC(CN1C(=NC=2C1=NC(=CC2)C=2C=CN1N=C(N=CC12)NC1CCC2(CN(C2)C(=O)OC(C)(C)C)CC1)C)F